ClC1=CC=C2C(=CC(=NC2=C1)C1=CC=C(C=C1)CC(C)N)CN1CCOCC1 1-(4-(7-chloro-4-(morpholinomethyl)quinolin-2-yl)phenyl)propan-2-amine